tert-butyl-(2S,6S)-2-(hydroxymethyl)-6-(trifluoromethyl)morpholine C(C)(C)(C)N1C[C@H](O[C@@H](C1)C(F)(F)F)CO